3-bromo-4-(1,3-dioxolan-2-yl)pyridine BrC=1C=NC=CC1C1OCCO1